1-[7-chloro-2-(methylsulfanyl)pyrido[4,3-d]pyrimidin-5-yl]azetidine ClC1=CC=2N=C(N=CC2C(=N1)N1CCC1)SC